N-((2S,3S)-2-((3',5'-difluorobiphenyl-3-yl)methyl)pyrrolidin-3-yl)ethanesulfonamide hydrochloride Cl.FC=1C=C(C=C(C1)F)C1=CC(=CC=C1)C[C@@H]1NCC[C@@H]1NS(=O)(=O)CC